C(C)(C)(C)OC(NC(C(NC([2H])([2H])C1=CC=CC=C1)=O)C)=O (1-oxo-1-((phenylmethyl-d2)amino)propan-2-yl)carbamic acid tert-butyl ester